1,11-dodecadiene C=CCCCCCCCCC=C